FC(OC=1C=C2C=C(NC2=CC1)C(=O)N)(F)F 5-(trifluoromethoxy)-1H-indole-2-carboxamide